O=C1N(C(C=C1)=O)CCNC(=O)C1=CC=C2C(OC3(C4=C(C=C(C=C4)N4CCOCC4)[Si]4(CCCCC4)C4=C3C=CC(=C4)N4CCOCC4)C2=C1)=O N-(2-(2,5-dioxo-2,5-dihydro-1H-pyrrol-1-yl)ethyl)-3',7'-dimorpholino-3-oxo-3H-dispiro[isobenzofuran-1,10'-dibenzo[b,e]siline-5',1''-silinane]-6-carboxamide